FC(C1CSCC1)(F)F 3-(trifluoromethyl)tetrahydrothiophene